3-chloro-2-(4,4,5,5-tetramethyl-1,3,2-dioxaborolan-2-yl)benzyl acetate C(C)(=O)OCC1=C(C(=CC=C1)Cl)B1OC(C(O1)(C)C)(C)C